(R)-1-((1-(3-Amino-5-(trifluoromethyl)phenyl)ethyl)amino)-7-(4-(dimethylamino)piperidin-1-yl)Pyrido[3,4-d]pyridazin-4(3H)-one NC=1C=C(C=C(C1)C(F)(F)F)[C@@H](C)NC=1C2=C(C(NN1)=O)C=NC(=C2)N2CCC(CC2)N(C)C